(3,4-Dihydroisoquinolin-2(1H)-yl)(4-methyl-2-(2,4,5-trifluoro-3-hydroxyphenyl)thiazol-5-yl)methanone C1N(CCC2=CC=CC=C12)C(=O)C1=C(N=C(S1)C1=C(C(=C(C(=C1)F)F)O)F)C